OC(C(C)=O)COC 3-hydroxy-4-methoxy-2-butanone